CC1(CCCC1)CN1N=CC(=C1)C1=C(C#N)C=CN=C1C1=CC=C2C=CC=NC2=C1 3-(1-((1-methylcyclopentyl)methyl)-1H-pyrazol-4-yl)-2-(quinolin-7-yl)isonicotinonitrile